2-(12-Isopropyl-9-oxo-3-thia-1,10,11-triazatricyclo[6.4.0.02,6]dodeca-2(6),4,7,11-tetraen-10-yl)-N-[(3R)-1-(1-methylcyclopentyl)-3-piperidinyl]acetamide C(C)(C)C1=NN(C(C2=CC=3C=CSC3N12)=O)CC(=O)N[C@H]1CN(CCC1)C1(CCCC1)C